CC1=CC=CC=C1I o-iodotoluene